sodium (S)-3-(3-(1,5-dimethyl-4-oxido-2-oxo-1,2-dihydropyridin-3-yl)ureido)-3-(6-methyl biphenyl-3-yl)propanoate CN1C(C(=C(C(=C1)C)[O-])NC(N[C@@H](CC(=O)[O-])C=1C=C(C(=CC1)C)C1=CC=CC=C1)=O)=O.[Na+].[Na+]